6-4-cyanobiphenyl-5-oxy-hexyl methacrylate C(C(=C)C)(=O)OCCCCCCOC=1C(=CC=C(C1)C1=CC=CC=C1)C#N